(2S,11aR)-6-(((R)-1-fluoropropan-2-yl)oxy)-2-hydroxy-8-methyl-2,3,11,11a-tetrahydro-1H,5H-benzo[f]pyrrolo[2,1-c][1,4]oxazepin-5-one FC[C@@H](C)OC1=CC(=CC2=C1C(N1[C@@H](CO2)C[C@@H](C1)O)=O)C